1-benzyl-4-(2-((1,1-biphenyl)-4-yloxy)ethyl)piperazine C(C1=CC=CC=C1)N1CCN(CC1)CCOC1=CC=C(C=C1)C1=CC=CC=C1